((2R,6R)-4-(2-fluoro-4-methoxy-6-methylbenzoyl)-2,6-dimethylpiperazin-1-yl)(2-fluoro-4-methoxyphenyl)methanone FC1=C(C(=O)N2C[C@H](N([C@@H](C2)C)C(=O)C2=C(C=C(C=C2)OC)F)C)C(=CC(=C1)OC)C